(2'r,4r)-2,2'-dimethyl-spiro[6,7-dihydrothieno[3,2-C]pyran-4,4'-piperidine]-1'-carboxylic acid tert-butyl ester C(C)(C)(C)OC(=O)N1[C@@H](C[C@@]2(CC1)OCCC1=C2C=C(S1)C)C